C(C)(C)C1=C(C=C(C=C1)C=1N=CC2=CC=CC=C2C1)OC 3-(4-Isopropyl-3-methoxyphenyl)isoquinoline